(3aR,4S,7R,7aS)-2-(5-bromopyridin-2-yl)-8-((6-methoxypyridin-3-yl)methyl)octahydro-1H-4,7-epiminoisoindole BrC=1C=CC(=NC1)N1C[C@H]2[C@H]3CC[C@@H]([C@H]2C1)N3CC=3C=NC(=CC3)OC